C(C)(=O)N1[C@@H](C[C@H](C1)F)C(=O)N[C@@H](C1=CC=CC=C1)C1=NC=C(C=C1)C1CCC1 |o1:12| (2S,4R)-1-acetyl-N-[(S) or (R)-(5-cyclobutylpyridin-2-yl)(phenyl)methyl]-4-fluoropyrrolidine-2-carboxamide